5-(Methylsulfonyl)isoindoline-1-carboxylic Acid, Hydrochloride Salt Cl.CS(=O)(=O)C=1C=C2CNC(C2=CC1)C(=O)O